FC1=C(C#N)C=CC(=C1)C=1C=NC=2N(N1)C(=CN2)CC=2C=C1C=CC=NC1=CC2 2-Fluoro-4-(7-(quinolin-6-ylmethyl)imidazo[1,2-b][1,2,4]triazin-2-yl)benzonitrile